1,5,10,14-tetraazaoctadecane NCCCNCCCCNCCCNCCCC